(2-methoxyphenyl)(6-methyl-3-phenyl-1H-indol-2-yl)(phenyl)methanol tert-butyl-([1,4'-bipiperidin]-4-ylmethyl)carbamate C(C)(C)(C)N(C(=O)OC(C1=CC=CC=C1)(C=1NC2=CC(=CC=C2C1C1=CC=CC=C1)C)C1=C(C=CC=C1)OC)CC1CCN(CC1)C1CCNCC1